N-((1R,2S)-2-acrylamidocyclopentyl)-4-oxo-5-(5-phenoxypyrimidin-2-yl)-4,5-dihydro-3H-1-thia-3,5,8-triazaacenaphthylene-2-carboxamide C(C=C)(=O)N[C@@H]1[C@@H](CCC1)NC(=O)C=1SC=2N=CC=C3N(C(NC1C23)=O)C2=NC=C(C=N2)OC2=CC=CC=C2